FC1=CC=C(C=N1)N1N=C(C2=CC=CC(=C12)C)I 1-(6-fluoropyridin-3-yl)-3-iodo-7-methyl-1H-indazole